3-(((4-methoxybenzyl) amino)-4-methylthiophene-2-yl)-2-(7-methyl-1,5,6,7,8,9-hexahydroimidazo[4',5':4,5]benzo[1,2-d]azepin-2-yl)-3-oxopropionate COC1=CC=C(CNC2=C(SC=C2C)C(C(C(=O)[O-])C=2NC=3C(=CC4=C(CCN(CC4)C)C3)N2)=O)C=C1